1,6-dioxadodecane-7,12-dione OCCCCOC(CCCCC=O)=O